COC(C1=C(C(=CC(=C1)F)C#C)Cl)=O 2-chloro-3-ethynyl-5-fluoro-benzoic acid methyl ester